ClC=1C(=C(C=N[C@H]2[C@H](CC3=CC=CC=C23)O)C=C(C1)Cl)O (1r,2s)-1-(3,5-dichloro-2-hydroxybenzylidene)amino-2-indanol